6-methyl-8-(naphthalen-1-yl)-1,2,3,5-tetrahydro-s-indacene CC=1CC=2C=C3CCCC3=C(C2C1)C1=CC=CC2=CC=CC=C12